BrC1=CN=CC=2[C@@H](CCCC12)C#N |r| (rac)-4-bromo-5,6,7,8-tetrahydroisoquinoline-8-carbonitrile